ClC=1C=C(C=CC1)C1=NC(=NC(=C1)C1=CC=CC=C1)C1=CC=CC(C1)C1=CC=CC=C1 3-(4-(3-chlorophenyl)-6-PHENYLPYRIMIDIN-2-yl)-5-phenyl-5H-benzol